CO[C@H](C(=O)OC1COCC1OC(C(C)OC)=O)C tetrahydrofuran-3,4-diyl (2S,2'S)-bis(2-methoxypropanoate)